(e)-1-(2,6,6-trimethyl-2-cyclohexen-1-yl)-2-buten CC=1C(C(CCC1)(C)C)C\C=C\C